3-((dipentylphenoxy)thiocarbonylamino-methyl)-3,5,5-trimethylcyclohexylthiocarbamic acid (dipentylphenyl) ester C(CCCC)C=1C(=C(C=CC1)OC(NC1CC(CC(C1)(C)C)(C)CNC(=S)OC1=C(C(=CC=C1)CCCCC)CCCCC)=S)CCCCC